4-Iodo-3-((triisopropylsilyl)ethynyl)aniline IC1=C(C=C(N)C=C1)C#C[Si](C(C)C)(C(C)C)C(C)C